C(C)(C)(C)[Si](OCCC1CCNCC1)(C)C Tert-butyl-dimethyl-[2-(4-piperidyl)ethoxy]silane